CN1C(=NC2=NC=C(C=C21)N[C@H]2CNCCC2)C2=C(C=C(C=C2)C#C[Si](C)(C)C)O (R)-2-(1-methyl-6-(piperidin-3-ylamino)-1H-imidazo[4,5-b]pyridin-2-yl)-5-((trimethylsilyl)ethynyl)phenol